[N+](=[N-])=[N] diazonitrogen